N[C@@H](C(=O)O)[C@H](C)NC1=NC=CC=C1 (2R,3S)-2-amino-3-[(pyridin-2-yl)amino]-butanoic acid